FC1=C(SC=2N=C(N(C21)COCC[Si](C)(C)C)C)C(=O)OCC Ethyl 6-fluoro-2-methyl-1-((2-(trimethylsilyl)ethoxy)methyl)-1H-thieno[2,3-d]imidazole-5-carboxylate